4-((tert-butyldimethylsilyl)oxy)-7-fluoronaphthalen-2-ol [Si](C)(C)(C(C)(C)C)OC1=CC(=CC2=CC(=CC=C12)F)O